3-(cyclopropylmethoxy)-4-(1-methylpiperidin-4-yl)benzene-1,2-diamine C1(CC1)COC1=C(C(=CC=C1C1CCN(CC1)C)N)N